[Pt].[Ru] ruthenium platinum